ClC1=CC=C(C=C1)NC1=NC=NC2=CC=C(C=C12)C=1C(N(C=CC1)C)=O (4-((4-chlorophenyl)amino)quinazolin-6-yl)-1-methylpyridin-2(1H)-one